F[C@H]1CNCC[C@@H]1NC(=O)NC1=CC=C(C=C1)OC(F)(F)F 1-((3S,4S)-3-fluoropiperidin-4-yl)-3-(4-(trifluoromethoxy)phenyl)urea